ClC1=CC=C(C=C1)C=1NC2=C(C=C(C=C2C1)NC(\C(=C\C1=CC=CC=C1)\C#N)=O)C=1N=CN(C1)C (E)-N-(2-(4-chlorophenyl)-7-(1-methyl-1H-imidazol-4-yl)-1H-indol-5-yl)-2-cyano-3-phenylacrylamide